CC1C(CC(CC1)C(=C)C)=O 2-Methyl-5-(prop-1-en-2-yl)-cyclohexanone